N1N=CC=C1S(=O)(=O)NC(=O)C=1C=NC=CC1 N-(1H-pyrazol-5-ylsulfonyl)pyridine-3-carboxamide